NC1CN(CCCC1)C1=C2C(=NC=C1)N(C(=N2)C2=CC(=C(C#N)C=C2)F)C2=C(C=C(C=C2)N2CC(CC2)OC)F 4-(7-(3-Aminoazepan-1-yl)-3-(2-fluoro-4-(3-methoxypyrrolidin-1-yl)phenyl)-3H-imidazo[4,5-b]pyridin-2-yl)-2-fluorobenzonitrile